3-(5-Aminopyrimidin-2-yl)propionic acid methyl ester COC(CCC1=NC=C(C=N1)N)=O